BrC1=NNC(=N1)NCC1=CC(=C(C=C1)N1N=C(C=C1C)C(F)(F)F)F 3-bromo-N-(3-fluoro-4-(5-methyl-3-(trifluoromethyl)-1H-pyrazol-1-yl)benzyl)-1H-1,2,4-triazol-5-amine